CC1(CC(CC(C1)C)NCC(C)C)C 3,3,5-Trimethyl-cyclohexylamino-2-methyl-propan